6-Methoxy-3,3-dimethyl-2,3-dihydrobenzofuran-7-sulfonyl chloride COC1=C(C2=C(C(CO2)(C)C)C=C1)S(=O)(=O)Cl